C(C)(C)(C)OC(=O)N(C1CCN(CC1)C1=CC=C(C2=C1N=NN2C)C(=O)OC)CC methyl 7-[4-[tert-butoxycarbonyl-(ethyl)amino]-1-piperidyl]-3-methyl-benzotriazole-4-carboxylate